C1(CC1)\N=C(\C(C)(C)F)/C=1C(=C(C#N)C=CC1)F 3-[(E)-N-cyclopropyl-C-(1-fluoro-1-methyl-ethyl)carbonimidoyl]-2-fluoro-benzonitrile